C(#N)C=1C=NN2C1C(=CC(=C2)C=2C=NN(C2C)C2CN(C2)[C@@H]2C[C@H](N(C2)C#N)C)OC (2R,4R)-4-[3-(4-[3-Cyano-4-methoxypyrazolo[1,5-a]pyridin-6-yl]-5-methylpyrazol-1-yl)azetidin-1-yl]-2-methylpyrrolidine-1-carbonitrile